2-[3-[[8-[[4-(trifluoromethyl)phenyl]methyl]imidazo[1,5-a]pyridine-1-carbonyl]amino]-1-bicyclo[1.1.1]pentyl]acetic acid methyl ester COC(CC12CC(C1)(C2)NC(=O)C=2N=CN1C2C(=CC=C1)CC1=CC=C(C=C1)C(F)(F)F)=O